FC1=C2C=CN=C(C2=C(C=C1OC)C)N(C(=O)C=1C=NC(=CC1)C=1SC(=NN1)C)[C@H]1CNCCC1 N-(5-fluoro-6-methoxy-8-methyl-1-isoquinolyl)-6-(5-methyl-1,3,4-thiadiazol-2-yl)-N-[(3R)-3-piperidyl]pyridine-3-carboxamide